tris(2-chloro-2-propyl) phosphate P(=O)(OC(C)(C)Cl)(OC(C)(C)Cl)OC(C)(C)Cl